OC=1C2=CC(=C(N2)C(=C2C=CC(C(=C3C=CC(=C(C=4C=CC1N4)O)N3)O)=N2)O)CC 5,10,15,20-tetrahydroxyethyl-porphyrin